Cl.Cl.N[C@@H]1CN(C[C@@H](C1)C)C1=C(C=NC=C1)C1(C(C(=C(C=C1)F)C1=C(C=C(C=C1F)C(=O)N(C)C)F)F)C(=O)N 3-(4-((3S,5R)-3-amino-5-methylpiperidin-1-yl)pyridin-3-yl)-2,2',6,6'-tetrafluoro-N4',N4'-dimethyl-[1,1'-biphenyl]-3,4'-dicarboxamide dihydrochloride